P(O)(O)(=S)O[C@H]1C[C@@H](O[C@@H]1CO)N1C(=O)N=C(N)C=C1 2'-deoxycytidine-3'-phosphorothioate